C(C)C(C(=O)Cl)(C(=O)Cl)CC diethylmalonyl dichloride